BrC=1C=C2CN(CC2=CC1)S(=O)(=O)C 5-bromo-2-(methylsulfonyl)isoindoline